(3-methyl-1-((2-(trimethylsilyl)ethoxy)methyl)-1H-pyrazolo[3,4-b]pyridin-5-yl)boronic acid CC1=NN(C2=NC=C(C=C21)B(O)O)COCC[Si](C)(C)C